C1(=CC=CC=C1)C=1C=C2C=NN(C2=C(C1)C(=O)N[C@H](C)C1CCC(CC1)C(=O)OC)CC1=CC(=CC=C1)C(F)(F)F |r| (±)-methyl (1r,4r)-4-(1-(5-phenyl-1-(3-(trifluoromethyl)benzyl)-1H-indazole-7-carboxamido)ethyl)cyclohexane-1-carboxylate